FC1=C(C=CC(=C1)C(F)(F)F)C1=NC(=NC2=NC(=CN=C12)C)C1CC(OCC1)C=1C=CC(N(C1)C)=O 5-[4-[4-[2-fluoro-4-(trifluoromethyl)phenyl]-7-methyl-pteridin-2-yl]tetrahydropyran-2-yl]-1-methyl-pyridin-2-one